OC1=C(C(=O)O)C(=CC(=C1)OC)\C=C\C1=CC(=CC=C1)O (E)-2-hydroxy-4-methoxy-6-(3-hydroxystyryl)benzoic acid